F[B-](F)(F)F.C1(=C(C(=CC(=C1)C)C)C=1C2=CC=CC=C2[N+](=C2C=CC=CC12)C1=CC=CC=C1)C 9-Mesityl-10-phenyl-acridinium tetrafluoroborate